N-[9-[(1R,3R,4R,7S)-1-[[bis(4-methoxyphenyl)-phenyl-methoxy]methyl]-7-trimethylsilyloxy-2-oxa-5-azabicyclo[2.2.1]heptan-3-yl]-6-oxo-1H-purin-2-yl]-2-methylpropaneamide COC1=CC=C(C=C1)C(OC[C@]12O[C@H]([C@H](NC1)[C@@H]2O[Si](C)(C)C)N2C=1N=C(NC(C1N=C2)=O)NC(C(C)C)=O)(C2=CC=CC=C2)C2=CC=C(C=C2)OC